6-fluoro-N-(2-fluoro-4-iodophenyl)-1H-indole-3-sulfonamide FC1=CC=C2C(=CNC2=C1)S(=O)(=O)NC1=C(C=C(C=C1)I)F